1-amino-4-(2-boronoethyl)-2-((dimethylamino)methyl)cyclopentane-1-carboxylic acid dihydrochloride dihydrochloride Cl.Cl.Cl.Cl.NC1(C(CC(C1)CCB(O)O)CN(C)C)C(=O)O